NC1=CC(=NC(=C1Br)C=1SC=CN1)C1=NC(=NC=C1)N1C[C@@H](CC1)O (R)-1-(4-(4-amino-5-bromo-6-(thiazol-2-yl)pyridin-2-yl)pyrimidin-2-yl)pyrrolidin-3-ol